1,2,4,5-tetrakis(bromomethyl)benzene ethyl-(E)-3-(3-chloro-4-nitrophenyl)acrylate C(C)OC(\C=C\C1=CC(=C(C=C1)[N+](=O)[O-])Cl)=O.BrCC1=C(C=C(C(=C1)CBr)CBr)CBr